C1=CC=CC=2C3=CC=CC=C3C(C12)COC(=O)N[C@H](C(=O)O)CC1=NOC(=N1)C (S)-2-((((9H-fluoren-9-yl)methoxy)carbonyl)amino)-3-(5-methyl-1,2,4-oxadiazol-3-yl)propanoic acid